E-(4-(2-chlorophenyl)-3,6-dihydropyridin-1(2H)-yl)(2-fluoro-6-(trifluoromethyl)phenyl)methanone oxime ClC1=C(C=CC=C1)C=1CCN(CC1)/C(=N/O)/C1=C(C=CC=C1C(F)(F)F)F